C[C@@H]1O[C@@H](CN(C1)C1=CC=CC(=N1)C=1N=C(SC1)NC(=O)[C@@H]1N(CC1)C(=O)OC(C)(C)C)C (R)-tert-butyl 2-((4-(6-((2S,6R)-2,6-dimethylmorpholino)pyridin-2-yl)thiazol-2-yl)carbamoyl)azetidine-1-carboxylate